[Br-].O=C1C(=C1C1=CC=C(OCCC[P+](C2=CC=CC=C2)(C2=CC=CC=C2)C2=CC=CC=C2)C=C1)C1=CC=CC=C1 (3-(4-(3-oxo-2-phenylcycloprop-1-en-1-yl)phenoxy)propyl)triphenylphosphonium bromide